ClC=1C=CC=C2C=CC=C(C12)C1=C(C=2N=C(N=C(C2C=N1)N(C)[C@H]1CNCC1(F)F)OC[C@]12CCCN2C[C@@H](C1)F)F 7-(8-chloronaphthalen-1-yl)-N-((S)-4,4-difluoropyrrolidin-3-yl)-8-fluoro-2-(((2R,7aS)-2-fluorotetrahydro-1H-pyrrolizin-7a(5H)-yl)methoxy)-N-methylpyrido[4,3-d]pyrimidin-4-amine